1,3-di-ortho-cumenyl-2-propionylguanidine C1(=C(C=CC=C1)NC(=NC(CC)=O)NC1=C(C=CC=C1)C(C)C)C(C)C